5-[(E)-pent-1-enyl]benzene-1,3-diol C(=C\CCC)/C=1C=C(C=C(C1)O)O